3-fluoro-2-hydroxy-12-(2-morpholin-4-ylethyl)-12,13-dihydro-5H-indolo[2,3-a]pyrrolo[3,4-c]carbazole-5,7(6H)-dione FC1=CC2=C(C=C1O)NC1=C2C2=C(C=3C4=CC=CC=C4N(C13)CCN1CCOCC1)C(NC2=O)=O